(2-oxa-3-azabicyclo[2.2.2]oct-5-en-3-yl)(4-methoxyphenyl)methanone C12ON(C(C=C1)CC2)C(=O)C2=CC=C(C=C2)OC